methyl 2-chloro-1H-benzo[d]imidazole-5-carboxylate ClC1=NC2=C(N1)C=CC(=C2)C(=O)OC